2-indenone oxime C=1C(C=C2C=CC=CC12)=NO